FC1=C(C=C(C=C1)OC=1C(=C2C=CNC2=CC1F)SC)C=1OC=C(N1)C1(CC1)C=1C=C(C=CC1)CCC(=O)OC Methyl 3-(3-(1-(2-(2-fluoro-5-((6-fluoro-4-(methylthio)-1H-indol-5-yl)oxy)phenyl)-oxazol-4-yl)cyclopropyl)phenyl)propanoate